[Ba+2].C(CCCCCCC\C=C/C[C@H](O)CCCCCC)(=O)[O-].C(CCCCCCC\C=C/C[C@H](O)CCCCCC)(=O)[O-] Ricinoleic acid barium salt